2-(6-amino-5-(4-(piperidin-4-yl)phenyl)pyridazin-3-yl)phenol hydrochloride Cl.NC1=C(C=C(N=N1)C1=C(C=CC=C1)O)C1=CC=C(C=C1)C1CCNCC1